NC(CCCCNC([O-])=O)C1=NC(=NO1)C1=CC=C(C=C1)CCCCCCCCCC (5-amino-5-(3-(4-decylphenyl)-1,2,4-oxadiazol-5-yl)pentyl)carbamate